N4-(4-amino-5-methoxy-6-(1-methyl-1H-indol-3-yl)pyrimidin-2-yl)-N1-(2-(dimethylamino)ethyl)-N1-methylbenzene-1,2,4-triamine NC1=NC(=NC(=C1OC)C1=CN(C2=CC=CC=C12)C)NC=1C=C(C(=CC1)N(C)CCN(C)C)N